iridium monosilicate [Si]([O-])([O-])([O-])[O-].[Ir+4]